N-(4-bromo-3-fluorophenyl)-N-hydroxyacetamide BrC1=C(C=C(C=C1)N(C(C)=O)O)F